C(#N)C=1C=NN2C1C(=CC(=C2)C=2C=NN(C2)C)N2CCC(CC2)NC(C(C)C=2C=NC(=CC2)N2N=CC(=C2)F)=O N-(1-(3-cyano-6-(1-methyl-1H-pyrazol-4-yl)pyrazolo[1,5-a]pyridin-4-yl)piperidin-4-yl)-2-(6-(4-fluoro-1H-pyrazol-1-yl)pyridin-3-yl)propionamide